tert-butyl (S)-4-(2-(7-fluoro-2-methyl-2H-indazol-5-yl)-4-oxo-4H-pyrido[1,2-a][1,3,5]triazin-7-yl)-2-methylpiperazine-1-carboxylate FC1=CC(=CC2=CN(N=C12)C)C=1N=C2N(C(N1)=O)C=C(C=C2)N2C[C@@H](N(CC2)C(=O)OC(C)(C)C)C